Methyl 3,4-dihydro-2H-benzo[b][1,4]oxazin-5-carboxylate O1C2=C(NCC1)C(=CC=C2)C(=O)OC